C(CCC)O[Zr](OCC)(OCC)OCCCC di-n-Butoxydiethoxyzirconium